(R)-2-((6-(3-(2-ethoxyphenoxy)piperidin-1-yl)pyrazin-2-yl)amino)isonicotinic acid C(C)OC1=C(O[C@H]2CN(CCC2)C2=CN=CC(=N2)NC=2C=C(C(=O)O)C=CN2)C=CC=C1